CC=1N=C(SC1C)C1CN(CCN1)C(=O)OC(C)(C)C tert-butyl 3-(4,5-dimethyl-1,3-thiazol-2-yl)piperazine-1-carboxylate